C([C@H]([C@@H]([C@@H](C(=O)CO)O)O)O)OP(=O)(O)O The molecule is a D-tagatose 6-phosphate that is in the open-chain keto-form. It derives from a keto-D-tagatose. It is a conjugate acid of a keto-D-tagatose 6-phosphate(2-). It is an enantiomer of a keto-L-tagatose 6-phosphate.